2,4-di-tert-butyl-5-nitro-phenyl methyl carbonate C(OC1=C(C=C(C(=C1)[N+](=O)[O-])C(C)(C)C)C(C)(C)C)(OC)=O